C(CC)C1=C(OC=C1)C(=O)O propyl-2-furanoic acid